C(C1=CC=CC=C1)O[C@H]1[C@H]([C@@H](O[C@]1(CO[Si](C(C)C)(C(C)C)C(C)C)COCC1=CC=CC=C1)N1C=2N=CNC(C2N=C1)=O)O 9-[(2R,3R,4S,5S)-4-benzyloxy-5-(benzyloxymethyl)-3-hydroxy-5-(triisopropylsiloxy-methyl)tetrahydrofuran-2-yl]-1H-purin-6-one